Sodium 2,2'-methylene-bis(4,6-di-tert-butylphenyl) phosphate P1(=O)(OC2=C(C=C(C=C2C(C)(C)C)C(C)(C)C)CC2=C(C(=CC(=C2)C(C)(C)C)C(C)(C)C)O1)[O-].[Na+]